C(C)C1=CC2=C(C3=CC=CC=C3C(=C2C=C1)OC(C)C)OC(C)C 2-ethyl-9,10-di(isopropoxy)-anthracene